1-ethyl-5-sulfo-1,3-dihydro-2H-indol C(C)N1CCC2=CC(=CC=C12)S(=O)(=O)O